3-((4,4-bis((7,7,8,8,8-pentafluorooctyl)oxy)butanoyl)oxy)-2-(((((1,3-dimethylpiperidin-3-yl)methoxy)carbonyl)oxy)methyl)propyl (9Z,12Z)-octadeca-9,12-dienoate C(CCCCCCC\C=C/C\C=C/CCCCC)(=O)OCC(COC(CCC(OCCCCCCC(C(F)(F)F)(F)F)OCCCCCCC(C(F)(F)F)(F)F)=O)COC(=O)OCC1(CN(CCC1)C)C